NC=1SC=C(N1)C(C(=O)OC)(C)C Methyl 2-(2-aminothiazol-4-yl)-2-methylpropanoate